FC1=C(C=C(N)C=C1)C(F)(F)F 4-fluoro-3-trifluoromethyl-aniline